(trans-4-hydroxy-4-methylcyclohexyl)-7-methyl-7,9-dihydro-8H-purin-8-one OC1(CCC(CC1)C1=NC=C2N(C(NC2=N1)=O)C)C